5-[(3,5-dichlorophenyl)thio]-4-isopropyl-1-(4-pyridylmethyl)imidazole ClC=1C=C(C=C(C1)Cl)SC1=C(N=CN1CC1=CC=NC=C1)C(C)C